tert-butyl ((3R,4R)-4-fluoropyrrolidin-3-yl)carbamate hydrochloride Cl.F[C@H]1[C@@H](CNC1)NC(OC(C)(C)C)=O